6-(((1-(pyrimidin-2-yl)ethyl)amino)methyl)nicotinonitrile N1=C(N=CC=C1)C(C)NCC1=NC=C(C#N)C=C1